9-((8-(didecylamino)-8-oxooctyl)(5-hydroxypentyl)amino)nonyl nonan-5-yl carbonate C(OCCCCCCCCCN(CCCCCO)CCCCCCCC(=O)N(CCCCCCCCCC)CCCCCCCCCC)(OC(CCCC)CCCC)=O